tert-butyl 4-(3-fluoro-4-(4,4,5,5-tetramethyl-1,3,2-dioxaborolan-2-yl)-1H-pyrazol-1-yl)piperidine-1-carboxylate FC1=NN(C=C1B1OC(C(O1)(C)C)(C)C)C1CCN(CC1)C(=O)OC(C)(C)C